C1(CCCCC1)NC[Si](OCC)(OCC)C (N-cyclohexylaminomethyl)methyldiethoxysilane